ClC1=C(C=CC(=C1)OC)[N+](=O)[O-] 2-chloro-4-methoxy-1-nitro-benzene